C[C@@H]1N(C[C@H](N(C1)C(C)C1=CC=C2C=CC=NC2=C1)C)C=1C=2C(N(C(C1)=O)C)=CN(N2)CC#N 2-(7-((2S,5R)-2,5-dimethyl-4-(1-(quinolin-7-yl)ethyl)piperazin-1-yl)-4-methyl-5-oxo-4,5-dihydro-2H-pyrazolo[4,3-b]pyridin-2-yl)acetonitrile